C(C)(C)(C)N1C[C@@H](CCC1)N(C(C1=C(C=C(C=C1)N1N=NC=2C1=NC=CC2)F)=O)C2=NC=CC1=CC(=CC=C21)Br tert-butyl-(R)-3-(4-(3H-[1,2,3]triazolo[4,5-b]pyridin-3-yl)-N-(6-bromoisoquinolin-1-yl)-2-fluorobenzamido)piperidine